N-((3aR,5s,6aS)-2-(5-(3-cyano-6-(2-hydroxy-2-methylpropoxy)pyrazolo[1,5-a]pyridin-4-yl)pyridin-2-yl)-5-methyloctahydrocyclopenta[c]pyrrol-5-yl)-6-methoxynicotinamide C(#N)C=1C=NN2C1C(=CC(=C2)OCC(C)(C)O)C=2C=CC(=NC2)N2C[C@@H]1[C@H](C2)CC(C1)(C)NC(C1=CN=C(C=C1)OC)=O